methyl-2-(2,2-difluorocyclopropyl)naphthalene CC1=C(C=CC2=CC=CC=C12)C1C(C1)(F)F